C(C)(C)(C)NC1=CN(CC2=CC=NC=C21)C2=C(NC1=NC=CC=C12)C N-tert-butyl-2-{2-methyl-1H-pyrrolo[2,3-b]pyridin-3-yl}pyrido[3,4-d]pyridin-4-amine